6-((2-(2,6-dioxo-piperidin-3-yl)-1,3-dioxoisoindolin-5-yl)amino)-N-((8-hydroxy-5-methyl-quinolin-7-yl)(pyridin-3-yl)methyl)-hexanamide O=C1NC(CCC1N1C(C2=CC=C(C=C2C1=O)NCCCCCC(=O)NC(C=1C=NC=CC1)C1=CC(=C2C=CC=NC2=C1O)C)=O)=O